FS=NCl mono-fluoromono-chlorosulfimide